OC1=C(C=CC=C1)C1=NC(=NC(=N1)C1=CC=C(C=C1)OC)C1=CC=CC=C1 2-(2-Hydroxyphenyl)-4-(4-methoxyphenyl)-6-phenyl-1,3,5-triazine